[Si](C1=CC=CC=C1)(C1=CC=CC=C1)(C(C)(C)C)OC[C@@H]1CN(C(C=2N1N=C1C2CN[C@@H](C1)C)=O)[C@@H](C)C1=CC=C(C=C1)OC(F)F (3R,7S)-7-(((tert-butyldiphenylsilyl)oxy)methyl)-9-((S)-1-(4-(difluoromethoxy)phenyl)ethyl)-3-methyl-1,2,3,4,8,9-hexahydropyrido[4',3':3,4]pyrazolo[1,5-a]pyrazin-10(7H)-one